5-(2-((4,4-difluorocyclohexyl)amino)-2-oxoacetyl)-1,2,4-trimethyl-N-(3,4,5-trifluorophenyl)-1H-pyrrole-3-carboxamide FC1(CCC(CC1)NC(C(=O)C1=C(C(=C(N1C)C)C(=O)NC1=CC(=C(C(=C1)F)F)F)C)=O)F